methyl 2-(2-chloro-3-fluoro-4-(trifluoromethyl) phenyl)-2-cyanoacetate ClC1=C(C=CC(=C1F)C(F)(F)F)C(C(=O)OC)C#N